lithium bis(pentafluoroethanesulfonyl)imid [N-](S(=O)(=O)C(F)(F)C(F)(F)F)S(=O)(=O)C(F)(F)C(F)(F)F.[Li+]